C(#N)[C@H](C[C@H]1C(NC(C1)(C)C)=O)NC(=O)[C@@H]1[C@H]2C([C@H]2CN1C(=O)C1(CCC1)NC(C(F)(F)F)=O)(C)C (1R,2S,5S)-N-[(1S)-1-cyano-2-[(3R)-5,5-dimethyl-2-oxopyrrolidin-3-yl]ethyl]-6,6-dimethyl-3-[1-[(2,2,2-trifluoroacetyl)amino]cyclobutanecarbonyl]-3-azabicyclo[3.1.0]hexane-2-carboxamide